4-(1-hydroxyethyl)benzonitrile OC(C)C1=CC=C(C#N)C=C1